2-aminothiazole NC=1SC=CN1